CC(=O)C[C@H](C1=CC=CC=C1)C2=C(C3=CC=CC=C3OC2=O)O The molecule is a 4-hydroxy-3-(3-oxo-1-phenylbutyl)-2H-1-benzopyran-2-one that has (R)-configuration (the racemate is warfarin, an anticoagulant drug and rodenticide). It is a conjugate acid of a (R)-warfarin(1-). It is an enantiomer of a (S)-warfarin.